3-Methyl-Mercaptopropanal CCC(C=O)S